O=C1NC(CCC1N1C(C2=CC=C(C=C2C1)C1=NC=C(C2=CC=CC=C12)C#N)=O)=O (2-(2,6-dioxopiperidin-3-yl)-1-oxoisoindolin-5-yl)isoquinoline-4-carbonitrile